3-glycylthiazolidine-4-carboxamide NCC(=O)N1CSCC1C(=O)N